3-[[(7R)-3-cyclopropyl-5-[(2-fluoro-2-methylpropyl)sulfamoyl]-8,9-dihydro-7H-cyclopenta[H]isoquinolin-7-yl]carbamoyl]azetidine-1-carboxylic acid tert-butyl ester C(C)(C)(C)OC(=O)N1CC(C1)C(N[C@@H]1CCC=2C1=CC(=C1C=C(N=CC21)C2CC2)S(NCC(C)(C)F)(=O)=O)=O